1,4-di-hydropyridin N1C=CCC=C1